N=C1C=CC=C2N=COC=C21 5-imino-benzo[d][1,3]oxazine